SC=1C=CC=C2C(OC(C12)=O)C 7-mercapto-3-methylisobenzofuran-1(3H)-one